FC=1C(=C(C=CC1)C=1C=CC=2N(C1)C(=C(N2)NC(C)=O)C(=O)[C@H]2[C@H](C2)F)C N-(6-(3-fluoro-2-methylphenyl)-3-((1S,2S)-2-fluorocyclopropane-1-carbonyl)imidazo[1,2-a]pyridin-2-yl)acetamide